[P+3].FC(C1=NN=C(O1)C1=CC=C(CP([O-])(=O)Cl)C=C1)(F)F.FC(F)(F)C1=NN=C(O1)C1=CC=C(CP([O-])(=O)Cl)C=C1.FC(F)(F)C1=NN=C(O1)C1=CC=C(CP([O-])(=O)Cl)C=C1 (4-(5-(trifluoromethyl)-1,3,4-oxadiazol-2-yl)benzyl)phosphonochloridate Phosphorus